CC1(OC2=CC=C(C=C2C(C1)NC(=O)[C@H]1[C@@H](C1)[C@H](N1C(NC(CC1=O)(C)C)=[NH2+])C=1C=[NH+]C=CC1)C(F)(F)F)C [1-[(S)-[(1R,2R)-2-[[2,2-dimethyl-6-(trifluoromethyl)chroman-4-yl]carbamoyl]cyclopropyl]-pyridin-1-ium-3-yl-methyl]-4,4-dimethyl-6-oxo-hexahydropyrimidin-2-ylidene]ammonium